C(C1CO1)OC1=CC=C(C=C1)N=NC1=CC=C(C=C1)OCC1CO1 4,4'-diglycidyloxy-azobenzene